6-[(R)-1-aminopropyl]-2-chloro-N-[(furan-2-yl)methyl]-7-methylthieno[3,2-d]pyrimidin-4-amine hydrochloride Cl.N[C@H](CC)C1=C(C=2N=C(N=C(C2S1)NCC=1OC=CC1)Cl)C